Bis(norbornadiene) rhodium tetrafluoroborate F[B-](F)(F)F.[Rh+3].C12=CC=C(CC1)C2.C21=CC=C(CC2)C1.F[B-](F)(F)F.F[B-](F)(F)F